rel-2-fluoro-N-{2-[(2R)-1-methylpyrrolidin-2-yl]imidazo[1,2-a]pyridin-6-yl}-4-(pyrazin-2-yl)benzamide FC1=C(C(=O)NC=2C=CC=3N(C2)C=C(N3)[C@@H]3N(CCC3)C)C=CC(=C1)C1=NC=CN=C1 |o1:15|